ClC1=CC=C(C=C1)C1=CC=C(S1)CC(=O)NC1CCCC1 2-(5-(4-Chlorophenyl)thiophen-2-yl)-N-cyclopentylacetamid